NC1=C(C=C(C=N1)NC(C(=O)N1CC(N(CC1C1=CC=C(C=C1)F)C(=O)OC(C)C)C)=O)C1CC1 Racemic-isopropyl 4-[2-[(6-amino-5-cyclopropyl-3-pyridyl)amino]-2-oxo-acetyl]-5-(4-fluorophenyl)-2-methyl-piperazine-1-carboxylate